Cl.ClC1=CC=C(C=C1)C(N1[C@@H](CN[C@H](C1)C)C)[C@H]1C(C1)(F)F (2R,5S)-1-((4-Chlorophenyl)((S)-2,2-difluorocyclopropyl)methyl)-2,5-dimethylpiperazine Hydrochloride